ClC1=C(OCSCC2=NNC(N2)=O)C=CC=C1Cl 3-[(2,3-Dichlorophenoxymethylthio)methyl]-1H-1,2,4-triazol-5(4H)-one